5-methyl-3-(trifluoromethyl)-6,7,8,9-tetrahydropyrido[3,2-b]indolizin CC=1C2=C(N3CCCCC13)N=CC(=C2)C(F)(F)F